ClC1=CC(=NC=N1)OC[C@@H]1CC[C@H](CC1)C(=O)N1OCC[C@H]1C1=CC(=CC(=C1)F)F trans-(4-(((6-chloropyrimidin-4-yl)oxy)methyl)cyclohexyl)((S)-3-(3,5-difluorophenyl)isoxazolidin-2-yl)methanone